CC=1C=C2C(C=C(OC2=C(C1)C(C)NC1=C(C(=O)O)C=CC=C1)C1=CC=C(C=C1)N1C(COCC1)=O)=O 2-((1-(6-methyl-4-oxo-2-(4-(3-oxomorpholino)phenyl)-4H-chromen-8-yl)ethyl)amino)benzoic acid